methyl 2-[(1r,4r)-2-oxa-5-azabicyclo[2.2.1]hept-5-yl]-5,7-dihydrofuro[3,4-b]pyridine-3-carboxylate [C@H]12OC[C@H](N(C1)C1=C(C=C3C(=N1)COC3)C(=O)OC)C2